ClC1=CC=C2C(=NC(=NC2=C1)NC1CC2CCC(C1)N2C(=O)OC(C)(C)C)NC2=NNC(=C2)C tert-butyl (3-exo)-3-((7-chloro-4-((5-methyl-1H-pyrazol-3-yl) amino) quinazolin-2-yl) amino)-8-azabicyclo[3.2.1]octane-8-carboxylate